N1CCC2C1=CNC2 hexahydropyrrolo[3,4-d]pyrrol